6-(piperidin-4-yl)imidazo[1,2-b]pyridazine-2-carboxylic acid ethyl ester C(C)OC(=O)C=1N=C2N(N=C(C=C2)C2CCNCC2)C1